4-((cis-1-(4-Chlorobenzyl)-2-methylpiperidin-4-yl)amino)-N-methyl-1H-pyrrolo[2,3-b]pyridine-5-carboxamide ClC1=CC=C(CN2[C@H](C[C@H](CC2)NC2=C3C(=NC=C2C(=O)NC)NC=C3)C)C=C1